5-((7-chloroisoquinolin-1-yl)amino)-N-(6-methoxy-1,2,3,4-tetrahydronaphthalen-2-yl)picolinamide HCl Cl.ClC1=CC=C2C=CN=C(C2=C1)NC=1C=CC(=NC1)C(=O)NC1CC2=CC=C(C=C2CC1)OC